chromium-boron-iron [Fe].[B].[Cr]